N,N-dimethyl-2,3-dioleyloxy-propylamine CN(C)CC(COCCCCCCCC\C=C/CCCCCCCC)OCCCCCCCC\C=C/CCCCCCCC